4-(2-hydroxy-ethoxy)phenylpropane OCCOC1=CC=C(C=C1)CCC